3-bromo-7H-benzo[de]anthracen-7-one BrC=1C=CC2=C3C1C=CC=C3C(C=3C=CC=CC23)=O